1-(5-{[(5-Chlorothiophen-2-yl)methyl]amino}-3-(1-methansulfonylazetidin-3-yl)-1H-pyrazol-1-yl)-2,2-dimethylpropan-1-on ClC1=CC=C(S1)CNC1=CC(=NN1C(C(C)(C)C)=O)C1CN(C1)S(=O)(=O)C